C12CNCC(CCC1)N2C=2N(C(C1=C(N2)NC=C1C1=C(C2=C(N(N=C2C=C1)C)Cl)Cl)=O)C 2-(3,9-Diazabicyclo[3.3.1]nonan-9-yl)-5-(3,4-dichloro-2-methyl-2H-indazol-5-yl)-3-methyl-3,7-dihydro-4H-pyrrolo[2,3-d]pyrimidin-4-one